NC1=C2N=CN(C2=NC(=N1)Cl)[C@H]1[C@H]([C@@H]([C@H](O1)CO)F)F ((2r,3r,4r,5r)-5-(6-amino-2-chloro-9H-purin-9-yl)-3,4-difluorotetrahydrofuran-2-yl)methanol